C(C)C1=C(C(=CC=C1)C(C)C)NS(=O)=O.[Na] sodium N-[2-ethyl-6-(propan-2-yl)phenyl]sulfonamide